N1=CC=C(C=C1)C1=C2CCOC(C2=CC=C1)CNC(OC(C)(C)C)=O tert-Butyl ((5-(pyridin-4-yl)isochroman-1-yl)methyl)carbamate